OC(C)C1=C2C(N(C(=NC2=CC=C1C)C1=CC=CC=C1)C)=O (1-hydroxyethyl)-3,6-dimethyl-2-phenylquinazolin-4(3H)-one